propanamide toluenesulfonate C(C1=CC=CC=C1)S(=O)(=O)O.C(CC)(=O)N